1,2-divinyltetramethyldisilazane C(=C)[Si](N([SiH](C)C)C=C)(C)C